Ethyl 2'-Oxo-1'-((2-(trimethylsilyl)ethoxy)methyl)-1',2',4,7-tetrahydro-5H-spiro[benzo[d]thiazole-6,3'-pyrrolo[2,3-b]pyridine]-2-carboxylate O=C1C2(C=3C(=NC=CC3)N1COCC[Si](C)(C)C)CC1=C(N=C(S1)C(=O)OCC)CC2